N-(tert-butyl)-8-((6-(1-chloropropyl)pyridin-2-yl)methyl)-4-(5-methylfuran-2-yl)pyrazolo[1,5-a][1,3,5]triazin-2-amine C(C)(C)(C)NC1=NC=2N(C(=N1)C=1OC(=CC1)C)N=CC2CC2=NC(=CC=C2)C(CC)Cl